CC(C)(C)[Si](OCC=O)(C)C 2-[[(1,1-dimethylethyl)dimethylsilyl]oxy]-acetaldehyde